N-(5-bromo-2-(3-(dimethylamino)-2-hydroxypropoxy)pyridin-3-yl)methanesulfonamide BrC=1C=C(C(=NC1)OCC(CN(C)C)O)NS(=O)(=O)C